[N+](=O)([O-])C1=C(C=C(CN2CCOCC2)C=C1)N1CCCCC1 (4-nitro-3-(piperidin-1-yl)benzyl)morpholine